NC1=NC2=CC=C(C=C2C=N1)C=1C=C(C=C(C1)F)NS(=O)(=O)C1=C(C=CC(=C1)Cl)Cl N-(3-(2-aminoquinazolin-6-yl)-5-fluorophenyl)-2,5-dichlorobenzenesulfonamide